N-[(1S)-1-(2,2-difluoro-1,3-benzodioxol-5-yl)ethyl]-4-[3'-(trifluoromethyl)spiro[1,3-dioxol-2,7'-5,6-dihydro-4H-indazol]-1'-yl]pyridin-2-amine FC1(OC2=C(O1)C=CC(=C2)[C@H](C)NC2=NC=CC(=C2)N2N=C(C=1CCCC3(C21)OC=CO3)C(F)(F)F)F